C(C)OC(=O)C=1C=NC2=C(C(=CC=C2C1C=1COCC1)F)C1=C(C(=CC(=C1)F)F)F 4-(2,5-dihydrofuran-3-yl)-7-fluoro-8-(2,3,5-trifluorophenyl)quinoline-3-carboxylic acid ethyl ester